tert-Butyl (2S,4R)-4-fluoro-2-(((S)-3-fluoro-4-methylpent-3-en-2-yl)carbamoyl)pyrrolidine-1-carboxylate F[C@@H]1C[C@H](N(C1)C(=O)OC(C)(C)C)C(N[C@@H](C)C(=C(C)C)F)=O